NC/C(/CN1N=CN(C1=O)C1=CC=CC(=N1)C=1C=NC(=CC1)N1CCOCC1)=C\F 2-[(2E)-2-(aminomethyl)-3-fluoroprop-2-en-1-yl]-4-[6'-(morpholin-4-yl)-2,3'-bipyridin-6-yl]-2,4-dihydro-3H-1,2,4-triazol-3-one